1-bromo-2-methyl-4-methylsulfonyl-benzene BrC1=C(C=C(C=C1)S(=O)(=O)C)C